CC[C@H](C)/C=C/C1=CC2=C(C(=O)[C@@]3(C(=C(C(=O)O3)C(=O)[C@@H](C)[C@H](C)O)C2=CO1)C)Cl The molecule is an azaphilone that is the 5'-epimer of chaetoviridin A. It has been isolated from Chaetomium globosum. It has a role as a Chaetomium metabolite. It is a beta-hydroxy ketone, a gamma-lactone, an azaphilone, an enone, an organic heterotricyclic compound, an organochlorine compound and a secondary alcohol.